4-nitrophenyl 4-(3-formylpyridin-2-yl)piperazine-1-carboxylate C(=O)C=1C(=NC=CC1)N1CCN(CC1)C(=O)OC1=CC=C(C=C1)[N+](=O)[O-]